FC(CC(CO)C)F 1,1-difluoro-4-hydroxyl-3-methylbutan